titanium tetrakis(stearate) C(CCCCCCCCCCCCCCCCC)(=O)[O-].C(CCCCCCCCCCCCCCCCC)(=O)[O-].C(CCCCCCCCCCCCCCCCC)(=O)[O-].C(CCCCCCCCCCCCCCCCC)(=O)[O-].[Ti+4]